C1C2CCC1C1=CC=CC=C21 1,2,3,4-tetrahydro-1,4-methylenenaphthalene